(2-((1,2-Dimethylhydrazino)methyl)-1H-indol-1-yl)-7,10-bis(2-hydroxyethyl)-2,3-dimethyl-4,8,11,14-tetraoxo-3,7,10,13-tetraazahexadecane-1-oic acid (S)-(S)-1-cyclopropylethyl ester C1(CC1)[C@H](C)OC(C(N(C(CCN(C(CN(C(CNC(CC)=O)=O)CCO)=O)CCO)=O)C)(C)N1C(=CC2=CC=CC=C12)CN(NC)C)=O